C(CCCCC(=O)O)(=O)O.C(CCCCCC)C(CO)CCCCCCCCC.C(CCCCCC)C(CO)CCCCCCCCC di(2-heptylundecanol) adipate